(R)-(4-fluorophenyl)(8-methyl-3-(5-methylthiooxazol-2-yl)-5,6-dihydro-[1,2,4]triazolo[4,3-a]pyrazin-7(8H)-yl)methanone FC1=CC=C(C=C1)C(=O)N1[C@@H](C=2N(CC1)C(=NN2)C=2OC(=CN2)SC)C